3,3'-(phenylmethylidene)bis(5-bromo-1H-indole) C1(=CC=CC=C1)C(C1=CNC2=CC=C(C=C12)Br)C1=CNC2=CC=C(C=C12)Br